3-((4-amino-2-(4-((tert-butoxycarbonyl)amino)-4-methylpiperidin-1-yl)-1-methyl-6-oxo-1,6-dihydropyrimidin-5-yl)thio)-2-chlorobenzoic acid NC=1N=C(N(C(C1SC=1C(=C(C(=O)O)C=CC1)Cl)=O)C)N1CCC(CC1)(C)NC(=O)OC(C)(C)C